ClC1=C2C=CNC2=CC(=C1)NC1=NC2=C(N1)C=CC(=C2)C2CCOCC2 N-(4-chloro-1H-indol-6-yl)-5-(oxan-4-yl)-1H-1,3-benzodiazol-2-amine